N-{2-[(2S,4R)-2-{[(S)-(4-cyclopropyl-3-fluorophenyl)(phenyl)methyl]carbamoyl}-4-fluoropyrrolidin-1-yl]-2-oxoethyl}-4-(2,2,2-trifluoroethyl)piperazine-1-carboxamide C1(CC1)C1=C(C=C(C=C1)[C@H](C1=CC=CC=C1)NC(=O)[C@H]1N(C[C@@H](C1)F)C(CNC(=O)N1CCN(CC1)CC(F)(F)F)=O)F